acryloylethylmonotetrahydrophthalate C(C=C)(=O)C1(C(=O)[O-])C(C(=O)[O-])C(CC=C1)CC